C(C1=CC=CC=C1)N(CCCCNC(C)=O)CCCCN(CCCCNC(C)=O)CC1=CC=CC=C1 (6S,15S)-8,13-dibenzyl-2,19-dioxo-3,8,13,18-tetrazaeicosane